C(#N)C1=CC=C(C=C1)N(CCC1OCC(CO1)NC(OC(C)(C)C)=O)CC1=CC(=C(C=C1)OC)F tert-butyl ((2s,5s)-2-(2-((4-cyanophenyl)(3-fluoro-4-methoxybenzyl)amino)ethyl)-1,3-dioxan-5-yl)carbamate